methyl 2-cyclopropyl-5-ethoxy-4-((4-(2-(4-(((2S,3R,4R,5R)-2,3,4,5,6-pentahydroxyhexyl)carbamoyl)phenyl)acetyl)piperazin-1-yl)methyl)benzoate C1(CC1)C1=C(C(=O)OC)C=C(C(=C1)CN1CCN(CC1)C(CC1=CC=C(C=C1)C(NC[C@@H]([C@H]([C@@H]([C@@H](CO)O)O)O)O)=O)=O)OCC